(R)-6-fluoro-4-(4-fluorophenyl)-N-(1-(2,2,2-trifluoroacetyl)pyrrolidin-3-yl)-3,4-dihydroquinoxaline-1(2H)-carboxamide FC=1C=C2N(CCN(C2=CC1)C(=O)N[C@H]1CN(CC1)C(C(F)(F)F)=O)C1=CC=C(C=C1)F